1-(3-Fluoro-4-(((5-methoxy-4-((4-(1-methyl-1H-indol-3-yl)pyrimidin-2-yl)amino)-2-nitrophenyl)amino)methyl)phenyl)dihydropyrimidine-2,4(1H,3H)-dione FC=1C=C(C=CC1CNC1=C(C=C(C(=C1)OC)NC1=NC=CC(=N1)C1=CN(C2=CC=CC=C12)C)[N+](=O)[O-])N1C(NC(CC1)=O)=O